C[C@@H](CO)CC |r| (R/S)-2-methylbutanol